C1(=CC=CC=C1)[C@@H](C)NC1=NC=NC2=CC(=C(C=C12)NC(C=CCN1CC(O[C@@H](C1)C)=O)=O)OC 4-[(R)-(1-phenyl-ethyl)amino]-6-{[4-((R)-6-methyl-2-oxo-morpholin-4-yl)-1-oxo-2-buten-1-yl]amino}-7-methoxy-quinazoline